BrC1=C(C(=NS1)C(=O)OCC)O ethyl 5-bromo-4-hydroxy-isothiazole-3-carboxylate